N-[(6-Amino-2-pyridyl)sulfonyl]-5-fluoro-2,6-bis[(4S)-2,2,4-trimethylpyrrolidin-1-yl]pyridin-3-carboxamid NC1=CC=CC(=N1)S(=O)(=O)NC(=O)C=1C(=NC(=C(C1)F)N1C(C[C@@H](C1)C)(C)C)N1C(C[C@@H](C1)C)(C)C